3,3'-methylenebis(5-methyl-1H-1,2,4-triazole) C(C1=NNC(=N1)C)C1=NNC(=N1)C